C(=C)C1C(OCC1)=O vinyl-dihydrofuranone